5-methyl-1-(2-morpholinoethyl)imidazolidine-2,4-dione CC1C(NC(N1CCN1CCOCC1)=O)=O